FC1=C(C=CC=C1)N(C(C(C)Br)=O)C N-(2-fluorophenyl)-N-methyl-2-bromopropionamide